3-(3,4-dihydro-2H-1,4-benzoxazin-8-yl)piperidine-1-carboxylic acid tert-butyl ester C(C)(C)(C)OC(=O)N1CC(CCC1)C1=CC=CC=2NCCOC21